3,5-bis(3-chloro-2-hydroxypropoxy)benzaldehyde potassium taurate NCCS(=O)(=O)[O-].[K+].ClCC(COC=1C=C(C=O)C=C(C1)OCC(CCl)O)O